S1C=NC2=C1C=CC(=C2)C2N(CC(CC2)C)C(C(=O)NC2=C1C(=C(N=C2)NCC2=C(C=C(C=C2)OC)OC)N(N=C1)C)=O 2-(2-(benzo[d]thiazol-5-yl)-5-methylpiperidin-1-yl)-N-(7-((2,4-dimethoxybenzyl)amino)-1-methyl-1H-pyrazolo[3,4-c]pyridin-4-yl)-2-oxoacetamide